NC1=C(C2=C(S1)CCCC2(C2=NC(=NO2)C2=CC=C(C=C2)C=2N(C=C(N2)C(F)(F)F)C)C)C#N 2-amino-4-methyl-4-(3-(4-(1-methyl-4-(trifluoromethyl)-1H-imidazol-2-yl)phenyl)-1,2,4-oxadiazol-5-yl)-4,5,6,7-tetrahydrobenzo[b]thiophene-3-carbonitrile